2-propylchloride CC(C)Cl